4-(dioctylamino)cyclohexanone Diindium [In].[In].C(CCCCCCC)N(C1CCC(CC1)=O)CCCCCCCC